2-((4-Ethynylphenyl)imino)-4,7-dimethyl-2λ4-benzo[d][1,3,2]dioxathiole 2-oxide C(#C)C1=CC=C(C=C1)N=S1(OC2=C(O1)C(=CC=C2C)C)=O